(2-amino-6-(2-(3-hydroxypropyl)phenyl)imidazo[1,2-a]pyridin-3-yl)((1S,2S)-2-fluorocyclopropyl)methanone NC=1N=C2N(C=C(C=C2)C2=C(C=CC=C2)CCCO)C1C(=O)[C@H]1[C@H](C1)F